C(C(=C)C)(=O)N1C[C@@H](N(C[C@H]1C)C(=O)OC(C)(C)C)C tert-Butyl (2S,5R)-4-methacryloyl-2,5-dimethylpiperazine-1-carboxylate